5-iodo-N-(1-methyl-1H-pyrazol-4-yl)pyrimidin-2-amine IC=1C=NC(=NC1)NC=1C=NN(C1)C